FC1=C(C=CC=C1)C=1C2=C(N=C(N1)SC)N(CC2)C(CC(=O)OC)CC(C)C methyl 3-(4-(2-fluorophenyl)-2-(methylthio)-5,6-dihydro-7H-pyrrolo[2,3-d]pyrimidin-7-yl)-5-methylhexanoate